Cl.COC([C@H](CC(C)C)N)=O.NC1=CC=C(C=C1)C=1C(=CC=CC1)C1=CC=C(C=C1)N 4,4''-diaminoterphenyl methyl-(2S)-2-amino-4-methylpentanoate hydrochloride